2-(6,7-dihydro-4H-thieno[3,2-c]pyridin-5-yl)-N-(2-sulfamoyl-4-pyridinyl)-5-(trifluoromethyl)pyridine-3-carboxamide S1C=CC=2CN(CCC21)C2=NC=C(C=C2C(=O)NC2=CC(=NC=C2)S(N)(=O)=O)C(F)(F)F